4-methyl-1,2,4-triazin-5(4H)-one CN1C=NN=CC1=O